O1C=CC=C2C(C=CC=C12)=O 5-chromone